C1(=CC=CC=C1)S(=O)(=O)N1C=C(C=2C1=NC(=CC2)OC)S(=O)(=O)Cl 1-(phenylsulfonyl)-6-methoxy-pyrrolo[2,3-b]pyridine-3-sulfonyl chloride